ClC=1N=C(N2N=C(N=CC21)N[C@H]2[C@@H](COCC2)O)C2(CCC2)C (3S,4R)-4-{[5-chloro-7-(1-methylcyclobutyl)imidazo[4,3-f][1,2,4]triazin-2-yl]amino}oxan-3-ol